ethyl 1-(difluoromethyl)-4-(pyridine-3-amido)-1H-pyrazole-5-carboxylate FC(N1N=CC(=C1C(=O)OCC)NC(=O)C=1C=NC=CC1)F